CN1N=C(C2=CC(=CC=C12)C(F)(F)F)NC(C)C=1N(N=CN1)C1=NC=CC=N1 1-methyl-N-[1-(2-pyrimidin-2-yl-1,2,4-triazol-3-yl)ethyl]-5-(trifluoro-methyl)indazol-3-amine